2-(3-(3-fluorophenoxy)pyrrolidin-1-yl)acetamide FC=1C=C(OC2CN(CC2)CC(=O)N)C=CC1